N[C@@H]1CN(CC1)C1=C(C(=NC=C1C(NC1CCC(CC1)(F)F)=O)OCC(=O)O)C1=CC(=CC(=C1)F)F ({4-[(3S)-3-aminopyrrolidin-1-yl]-5-[(4,4-difluorocyclohexyl)carbamoyl]-3-(3,5-difluorophenyl)pyridin-2-yl}oxy)acetic acid